(2-(4-methoxyphenyl)-6-methoxybenzo[b]thiophen-3-yl)(4-hydroxyphenyl)methanone COC1=CC=C(C=C1)C1=C(C2=C(S1)C=C(C=C2)OC)C(=O)C2=CC=C(C=C2)O